FC1(CCN(CC1)C1COC1)CO (4-fluoro-1-(oxetan-3-yl)piperidin-4-yl)methanol